tert-butyl (4-(chlorocarbonyl)thiazol-2-yl)carbamate ClC(=O)C=1N=C(SC1)NC(OC(C)(C)C)=O